CC1C(CCCC1)NC1C(CCCC1)C di(2-methylcyclohexyl)amine